3-(4-(((4-(1H-pyrazol-4-yl)phenyl)amino)-5-methylpyrimidin-2-yl)phenyl)acrylic acid ethyl ester C(C)OC(C=CC1=CC=C(C=C1)C1=NC=C(C(=N1)NC1=CC=C(C=C1)C=1C=NNC1)C)=O